bis(3,5-dimethylphenyl)pentylphosphine bromide [Br-].CC=1C=C(C=C(C1)C)C(CCCCP)C1=CC(=CC(=C1)C)C